FC(C(=O)O)(F)F.CC=1C=NC(=NC1)NC1CCNCC1 5-methyl-N-(piperidin-4-yl)pyrimidin-2-amine trifluoroacetate